N-benzyl-N-(1-naphthylvinyl)acetamide C(C1=CC=CC=C1)N(C(C)=O)C=CC1=CC=CC2=CC=CC=C12